ClC1=CC=2C=3C=CC(=CC3N(C(N(C2N=C1)CC)=O)C1=C(C=C(C=C1F)NCCNCCO)F)C#N 4-chloro-10-[2,6-difluoro-4-({2-[(2-hydroxyethyl)amino]ethyl}amino)phenyl]-8-ethyl-9-oxo-6,8,10-triazatricyclo[9.4.0.02,7]pentadeca-1(11),2(7),3,5,12,14-hexaene-13-carbonitrile